O.C(CC(O)(C(=O)[O-])CC(=O)[O-])(=O)[O-].[K+].[K+].[K+] tripotassium citrate, hydrate